(S)-2-((1-(2-(1,3-dimethyl-1H-indazol-5-yl)-7-methyl-4-oxo-4H-pyrido[1,2-a]pyrimidin-9-yl)ethyl)amino)benzoic acid CN1N=C(C2=CC(=CC=C12)C=1N=C2N(C(C1)=O)C=C(C=C2[C@H](C)NC2=C(C(=O)O)C=CC=C2)C)C